1-(3,5-dimethoxyphenyl)-4-(3-cyclopentylpropionyl)piperazine-2,5-dione COC=1C=C(C=C(C1)OC)N1C(CN(C(C1)=O)C(CCC1CCCC1)=O)=O